1-{3-[(3R)-3-aminopyrrolidin-1-yl]phenyl}-N-{2-fluoro-4-[4-(morpholin-4-yl)-7-{[2-(trimethylsilyl)ethoxy]methyl}-7H-pyrrolo[2,3-d]pyrimidin-6-yl]phenyl}ethane-1-sulfonamide N[C@H]1CN(CC1)C=1C=C(C=CC1)C(C)S(=O)(=O)NC1=C(C=C(C=C1)C1=CC2=C(N=CN=C2N2CCOCC2)N1COCC[Si](C)(C)C)F